6-bromo-2-(ethyl-d5)-7-(methoxy-d3)-2H-indazole BrC=1C=CC2=CN(N=C2C1OC([2H])([2H])[2H])C(C([2H])([2H])[2H])([2H])[2H]